BrC1=CC(=C(C(=N1)C)F)N 6-bromo-3-fluoro-2-methyl-pyridin-4-amine